[C-]#N.C(CCCCCCCCC)[NH+]1C(=CC=C1)CCCC 1-decyl-2-butylpyrrolium cyanide